3-methoxy-1-(oxetan-3-yl)-1H-pyrazol-4-amine COC1=NN(C=C1N)C1COC1